BrC1=C(C(=CC2=C1N=C(O2)C)N)C bromo-2,5-dimethyl-1,3-benzoxazol-6-amine